C(C)(=O)OC1=C(C=C(C(=O)OCC[Si](C)(C)C)C=C1)CBr 2-(trimethylsilyl)ethyl 4-acetoxy-3-(bromomethyl)benzoate